C(OC1CN(C=2N(C1)N=C(C2C(C)(C)C)C2=C(C=NN2C(C)C)Cl)CC2=CC(=C(C=C2)C=2N(C=C(N2)C(F)(F)F)CC)F)([O-])=O tert-butyl(2-(4-chloro-1-isopropyl-1H-pyrazol-5-yl)-4-(4-(1-ethyl-4-(trifluoromethyl)-1H-imidazol-2-yl)-3-fluorobenzyl)-4,5,6,7-tetrahydropyrazolo[1,5-a]pyrimidin-6-yl) carbonate